5-bromo-3-ethoxy-2-((6-(trifluoromethyl)pyridin-3-yl)methoxy)pyridine BrC=1C=C(C(=NC1)OCC=1C=NC(=CC1)C(F)(F)F)OCC